COC1=CC=C(C=C1)C1=CC=C(C(=O)N)C=C1 4-(4-methoxyphenyl)benzamide